FCC1=C2C(=NC=C1)C=C(S2)C(=O)NC(C(=O)O)C [7-(fluoromethyl)thieno[3,2-b]pyridine-2-carboxamido]propanoic acid